NC1=C(C#N)C=CC(=C1)C(F)(F)F 2-Amino-4-trifluoromethylbenzonitrile